(R)-2-Amino-3-(1H-indol-3-yl)propyl-5-(2-(4-fluoro-3-methylphenyl)pyridin-3-yl)-1H-indazol-1-carboxylat N[C@@H](COC(=O)N1N=CC2=CC(=CC=C12)C=1C(=NC=CC1)C1=CC(=C(C=C1)F)C)CC1=CNC2=CC=CC=C12